((5-(2,6-Dioxopiperidin-3-yl)-4-oxo-5,6-dihydro-4H-thieno[3,4-c]pyrrol-1-yl)methyl)-3-(3-(4-(4-(quinoxalin-2-yl)-1H-pyrazol-1-yl)piperidin-1-yl)phenyl)urea O=C1NC(CCC1N1CC=2C(C1=O)=CSC2CNC(=O)NC2=CC(=CC=C2)N2CCC(CC2)N2N=CC(=C2)C2=NC1=CC=CC=C1N=C2)=O